C(C)(C)(C)C1=NC(=NO1)C(=O)NCC1=C(C=C(C=C1)C1=CC(=NC=C1Cl)NC(=O)C1CC1)C 5-(tert-butyl)-N-(4-(5-chloro-2-(cyclopropanecarboxamido)pyridin-4-yl)-2-methylbenzyl)-1,2,4-oxadiazole-3-carboxamide